C(C)(C)C1=C(C(=CC=C1)C(C)C)N(C(C)(/C(/C)=N/CCCCCCCC)C)[Hf](C)(C)C (E)-((2,6-Diisopropylphenyl)(2-methyl-3-(octylimino)butan-2-yl)amino)trimethylhafnium